ClC=1N=C(C2=C(N1)C(=C(N=C2)Cl)F)N2CCC(CC2)(F)F 2,7-Dichloro-4-(4,4-difluoropiperidin-1-yl)-8-fluoropyrido[4,3-d]pyrimidine